1-(4-((6-bromopyridazin-3-yl)oxy)phenyl)-3-phenyl-2-propen-1-one BrC1=CC=C(N=N1)OC1=CC=C(C=C1)C(C=CC1=CC=CC=C1)=O